2-(4-Fluorophenyl)-7-methyl-6,7-dihydro-4H-pyrazolo[5,1-c][1,4]oxazin FC1=CC=C(C=C1)C1=NN2C(COCC2C)=C1